3-iodo-1-(2-nitropyridin-4-yl)-1H-indazole IC1=NN(C2=CC=CC=C12)C1=CC(=NC=C1)[N+](=O)[O-]